(E)-6-(6-(2-(5-cyclopropyl-3-(3,5-dichloropyridin-4-yl)isoxazol-4-yl)vinyl)-3-azabicyclo[3.1.0]hex-3-yl)nicotinic acid C1(CC1)C1=C(C(=NO1)C1=C(C=NC=C1Cl)Cl)/C=C/C1C2CN(CC12)C1=NC=C(C(=O)O)C=C1